FN(S(=O)(=O)C1=CC=CC=C1)C1=CC=CC=C1 N-fluorodiphenyl-sulfonamide